Octadecyl-2,6-di-tert-butyl-4-(4,6-di(octylthio)-1,3,5-triazin-2-ylamino)phenol C(CCCCCCCCCCCCCCCCC)C=1C(=C(C(=CC1NC1=NC(=NC(=N1)SCCCCCCCC)SCCCCCCCC)C(C)(C)C)O)C(C)(C)C